(±)-methyl (1R,2R)-2-(((6-(5-((5-(cyclopropylmethyl)-2H-tetrazol-2-yl)methyl)-1-methyl-1H-1,2,3-triazol-4-yl)-2-methylpyridin-3-yl)oxy)methyl)cyclobutane-1-carboxylate C1(CC1)CC=1N=NN(N1)CC1=C(N=NN1C)C1=CC=C(C(=N1)C)OC[C@H]1[C@@H](CC1)C(=O)OC |r|